tert-butyl (3-(7-carbamoyl-5,6-difluoro-2-methyl-1H-indol-4-yl)cyclohexyl)carbamate C(N)(=O)C=1C(=C(C(=C2C=C(NC12)C)C1CC(CCC1)NC(OC(C)(C)C)=O)F)F